7-chloro-3-methyldibenzo[b,f][1,4]oxazepin-11(10H)-one ClC=1C=CC2=C(OC3=C(C(N2)=O)C=CC(=C3)C)C1